NCC1(COC1)N1C=CC2=CC(=C(C(=C12)F)F)Cl N-(3-(Aminomethyl)oxetan-3-yl)-5-chloro-6,7-difluoro-1H-indole